ClC1=CC2=C(NC([C@@H](N=C2C2=CC=CC=C2)C2CCCCC2)=O)C=C1 (S)-7-chloro-3-cyclohexyl-5-phenyl-1H-benzo[e][1,4]diazepin-2(3H)-one